N-(6-(3-fluorobenzyl)pyridazin-3-yl)-1-methyl-6-oxo-1,6-dihydropyridazine-3-carboxamide FC=1C=C(CC2=CC=C(N=N2)NC(=O)C2=NN(C(C=C2)=O)C)C=CC1